CN1C(=NN=C1C1=CC=CC=C1)CCCNC(=O)NC1C(COCC1)C 1-(3-(4-methyl-5-phenyl-4H-1,2,4-triazol-3-yl)propyl)-3-(3-methyltetrahydro-2H-pyran-4-yl)urea